CN(C)CC1(CC1)COC=1N=C(C2=C(N1)C(=C(N=C2)C2=CC(=CC1=CC=C(C(=C21)CC)F)O)F)N2CC1(CNS(N1)(=O)=O)CCC2 7-(2-((1-((dimethylamino)methyl)cyclopropyl)methoxy)-7-(8-ethyl-7-fluoro-3-hydroxynaphthalen-1-yl)-8-fluoropyrido[4,3-d]pyrimidin-4-yl)-2-thia-1,3,7-triazaspiro[4.5]decane 2,2-dioxide